C(CCCCCCCCCCCCCCCCC)SC1(C2CC(C(C1)C2)(C)C)C octadecyl(2,5,5-trimethylbicyclo[2.2.1]heptan-2-yl)sulfane